C1=CC(=CC=2OC3=CC=CC=C3SC12)C(=O)NCC(=O)N1CC(C[C@H]1C(N[C@H](C)C1=CC=2C=NC=CC2N1S(=O)(=O)C1=CC=CC=C1)=O)COCCCCNC(OC(C)(C)C)=O Tert-butyl (4-(((5S)-1-((phenoxathiine-3-carbonyl)glycyl)-5-(((R)-1-(1-(phenylsulfonyl)-1H-pyrrolo[3,2-c]pyridin-2-yl)ethyl)carbamoyl)pyrrolidin-3-yl)methoxy)butyl)carbamate